(1S,2S)-2-((6-(5-((((R)-1-(2-fluorophenyl)ethoxy)carbonyl)amino)-1-methyl-1H-1,2,3-triazol-4-yl)-2-methylpyridin-3-yl)carbamoyl)cyclohexane-1-carboxylic acid FC1=C(C=CC=C1)[C@@H](C)OC(=O)NC1=C(N=NN1C)C1=CC=C(C(=N1)C)NC(=O)[C@@H]1[C@H](CCCC1)C(=O)O